N[C@@H](CCCC)CO (S)-norleucinol